OC(C(=O)[O-])C(C)C 2-Hydroxy-3-methylbutyrate